C(C)NC(=O)C1=CN=C2N1N=C(C=C2NC)NC2=C(C(=CC=C2)C2=NC=C(C=C2)C=O)OC N-ethyl-6-{[3-(5-formylpyridin-2-yl)-2-methoxyphenyl]amino}-8-(methylamino)imidazo[1,2-b]pyridazine-3-carboxamide